The molecule is a D-aldohexose that is D-glucose in which the hydrogen of the hydroxy group at position 3 has been substituted by a methyl group. It is a non-metabolisable glucose analogue that is not phosphorylated by hexokinase and is used as a marker to assess glucose transport by evaluating its uptake within various cells and organ systems. It derives from an aldehydo-D-glucose. CO[C@H]([C@H](C=O)O)[C@@H]([C@@H](CO)O)O